ClC1=C(C(=CC=C1)Cl)C=1C=C2C(=NN(C2=CC1)C(C1=CC=CC=C1)(C1=CC=CC=C1)C1=CC=CC=C1)NC(=O)C1CCC(CC1)N(C)C N-[5-(2,6-dichlorophenyl)-1-trityl-1H-indazol-3-yl]-4-(dimethylamino)cyclohexanecarboxamide